1,4-di-methylencyclohexan C=C1CCC(CC1)=C